tert.-Butyl-3-{[2-(5-chloropyridin-2-yl)imidazo-[1,2-a]pyridin-3-yl]methyl}-3,8-diazabicyclo[3.2.1]-octane-8-carboxylate C(C)(C)(C)OC(=O)N1C2CN(CC1CC2)CC2=C(N=C1N2C=CC=C1)C1=NC=C(C=C1)Cl